3,5-divinylpyridin-4-amine C(=C)C=1C=NC=C(C1N)C=C